tert-butyl-(6R,7S)-7-((3-(2,6-dioxopiperidin-3-yl)-1-methyl-1H-indazol-6-yl)amino)-6-methyl-2-azaspiro[3.5]nonane-2-carboxylate C(C)(C)(C)OC(=O)N1CC2(C1)C[C@H]([C@H](CC2)NC2=CC=C1C(=NN(C1=C2)C)C2C(NC(CC2)=O)=O)C